NC1C(CN(C1)C=1N(C(C2=C(N1)NC=C2C2=C(C1=CN(N=C1C=C2)C)Cl)=O)C)(F)F 2-(4-Amino-3,3-difluoropyrrolidin-1-yl)-5-(4-chloro-2-methyl-2H-indazol-5-yl)-3-methyl-3,7-dihydro-4H-pyrrolo[2,3-d]pyrimidin-4-one